ClC=1C(=CC2=C(C(=CCCC2)OS(=O)(=O)C(F)(F)F)C1)C(=O)OC Methyl 2-chloro-9-(((trifluoromethyl)sulfonyl)oxy)-6,7-dihydro-5H-benzo[7]annulene-3-carboxylate